(4-((2-(2-fluoropyridin-4-yl)-5-isopropylthiazol-4-yl)methoxy)-6-methoxybenzofuran-2-yl)-2-methoxyimidazo[2,1-b][1,3,4]thiadiazole FC1=NC=CC(=C1)C=1SC(=C(N1)COC1=CC(=CC2=C1C=C(O2)C2=CN=C1SC(=NN12)OC)OC)C(C)C